C(C)(=O)NC1=NC2=C(N1)C=C(C=C2)C=2C=C(C(=O)NCCC(C)C)C=CC2 3-(2-acetamido-1H-benzo[d]imidazol-6-yl)-N-isopentyl-benzamide